3-((6-Chloro-5-methylpyridazin-3-yl)amino)-1-methylcyclobutan-1-ol ClC1=C(C=C(N=N1)NC1CC(C1)(O)C)C